ClC1=CC=C(C=C1)C(CCC(=O)C1=CC=C(C=N1)C(=O)OCC)=O Ethyl 6-[4-(4-chlorophenyl)-4-oxo-butanoyl]pyridine-3-carboxylate